Natrium monoethylphosphit C(C)OP([O-])[O-].[Na+].[Na+]